9-(allyl)-9H-thioxanthene C(C=C)C1C2=CC=CC=C2SC=2C=CC=CC12